C(#N)[C@@H]1C[C@@]2(CN1C([C@@H](N(C)C(=O)C=1NC3=CC(=CC(=C3C1)F)F)CC(C)C)=O)C(NC1=CC=C(C=C12)C(=O)OC)=O methyl (3R,5'S)-5'-cyano-1'-(N-(4,6-difluoro-1H-indole-2-carbonyl)-N-methyl-L-leucyl)-2-oxospiro[indoline-3,3'-pyrrolidine]-5-carboxylate